DINATRIUM TYROSIN N[C@@H](CC1=CC=C(C=C1)O)C(=O)O.[Na].[Na]